ClC=1C=CC2=C([C@@H](C[C@@H](O2)C(=O)N[C@H]2[C@@H]3C[C@H]([C@H](C2)O3)NC(COC3=CC(=C(C=C3)Cl)F)=O)O)C1 (2R,4R)-6-chloro-N-{(1S,2R,4S,5R)-5-[2-(4-chloro-3-fluorophenoxy)acetamido]-7-oxabicyclo[2.2.1]heptan-2-yl}-4-hydroxy-3,4-dihydro-2H-1-benzopyran-2-carboxamide